tert-butyl (1S)-1-[[(R)-tert-butylsulfinyl]amino]-5-methoxy-spiro[indane-2,4'-piperidine]-1'-carboxylate C(C)(C)(C)[S@@](=O)N[C@@H]1C2=CC=C(C=C2CC12CCN(CC2)C(=O)OC(C)(C)C)OC